FC1=NN2C(C=C(C=C2)B(O)O)=C1 2-fluoropyrazolo[1,5-a]pyridin-5-ylboronic acid